BrC=1C=2N(C(=CC1)CO)C=CN2 (8-bromoimidazo[1,2-a]pyridin-5-yl)methanol